C(C)(=O)[O-].C(#N)C=1C=CC(=C(C1)CC[N+](C)(C)C)[C@@H]1C(=C(N(C=2N1C(NN2)=O)C2=CC(=CC=C2)C(F)(F)F)C)C(=O)OC (2-{5-Cyano-2-[(R)-6-methoxycarbonyl-7-methyl-3-oxo-8-(3-trifluoromethyl-phenyl)-2,3,5,8-tetrahydro-[1,2,4]triazolo[4,3-a]pyrimidin-5-yl]-phenyl}-ethyl)-trimethyl-ammonium acetate salt